C(C=C)(=O)OCCCCCCCCCCCCC[Si](OC)(OC)C acryloxytridecylmethyldimethoxysilane